2-(2-((5-(1-aminoisoquinolin-7-yl)-1-(1-isopentylpyrrolidin-3-yl)-1H-indazol-3-yl)methoxy)phenyl)acetic acid NC1=NC=CC2=CC=C(C=C12)C=1C=C2C(=NN(C2=CC1)C1CN(CC1)CCC(C)C)COC1=C(C=CC=C1)CC(=O)O